(S)-6-(1-amino-1,3-dihydrospiro[indene-2,4'-piperidin]-1'-yl)-3-(1-(3-chloro-2-(cyclopropylamino)pyridin-4-yl)cyclopropyl)-1,5-dihydro-4H-pyrazolo[3,4-d]pyrimidin-4-one N[C@@H]1C2=CC=CC=C2CC12CCN(CC2)C=2NC(C1=C(N2)NN=C1C1(CC1)C1=C(C(=NC=C1)NC1CC1)Cl)=O